N[N+]1=CC(=C(C=C1)NC(=O)OC(C)(C)C)C 1-amino-4-((tert-butoxycarbonyl)amino)-3-methylpyridin-1-ium